2-(2,6-Dioxopiperidin-3-yl)-5-(((1R,2S)-1-(ethylamino)-2,3-dihydro-1H-inden-2-yl)(methyl)amino)isoindolin-1,3-dion O=C1NC(CCC1N1C(C2=CC=C(C=C2C1=O)N(C)[C@@H]1[C@@H](C2=CC=CC=C2C1)NCC)=O)=O